C1(CCCC1)C1=NC(=NN1C1=CC=CC=C1)C(F)(F)F 5-cyclopentyl-1-phenyl-3-trifluoromethyl-1,2,4-triazole